C1(=CC=CC=C1)N=NC1=CC=C(C(=O)O)C=C1 4-(phenylazo)benzoic acid